CS1(C(=CC=C1)CC1CC=C(CC1)C1=NC=C(C(=N1)OCOC)F)CCOC methyl-2-((4-(5-fluoro-4-(methoxymethoxy)pyrimidin-2-yl)cyclohex-3-en-1-yl)methyl)-1-(2-Methoxyethyl)-1H-thiophene